N-(2-(3-amino-3-oxopropyl)-6-(furan-3-yl)-2H-indazol-5-yl)-2-(6-fluoropyridin-3-yl)thiazole-4-carboxamide NC(CCN1N=C2C=C(C(=CC2=C1)NC(=O)C=1N=C(SC1)C=1C=NC(=CC1)F)C1=COC=C1)=O